Cl.ClC=1C=C2C3C=CC(C2=CC1)N3C(C)C 4-chloro-11-(prop-2-yl)-11-azatricyclo[6.2.1.02,7]Undec-2,4,6,9-tetraene hydrochloride